O=C1OCC[C@@H]1NC(CCCCCCC)=O N-[(3S)-Tetrahydro-2-oxo-3-furanyl]octanamide